2-amino-8-(1-(3-amino-5,6,7,8-tetrahydro-1,6-naphthyridine-6-carbonyl)cyclopropyl)-N-(2-hydroxyethyl)-N-propyl-3H-benzo[b]azepine-4-carboxamide NC=1CC(=CC2=C(N1)C=C(C=C2)C2(CC2)C(=O)N2CC=1C=C(C=NC1CC2)N)C(=O)N(CCC)CCO